(2R)-2-({8-[(3β)-cholest-5-en-3-yloxy]octyl}oxy)-N,N-dimethyl-3-[(9z,12z)-octadec-9,12-dien-1-yloxy]propan-1-amine CC(C)CCC[C@@H](C)[C@H]1CC[C@H]2[C@@H]3CC=C4C[C@H](CC[C@]4(C)[C@H]3CC[C@]12C)OCCCCCCCCO[C@H](CN(C)C)COCCCCCCCC\C=C/C\C=C/CCCCC